Methyl (2-((trans-4-((3-(1-cyclopropyl-1H-pyrazol-4-yl)phenyl)((trans-4-(4-methoxy-3-methylphenyl)cyclohexyl)methyl)carbamoyl)cyclohexyl)amino)-2-oxoethyl)carbamate C1(CC1)N1N=CC(=C1)C=1C=C(C=CC1)N(C(=O)[C@@H]1CC[C@H](CC1)NC(CNC(OC)=O)=O)C[C@@H]1CC[C@H](CC1)C1=CC(=C(C=C1)OC)C